(R)-2-(3-(benzyloxy)-2-formyl-5-methoxyphenoxy)propanoic acid C(C1=CC=CC=C1)OC=1C(=C(O[C@@H](C(=O)O)C)C=C(C1)OC)C=O